5'-chloro-2'-({[2-(dimethyl-1,2-oxazol-4-yl)ethyl](methyl)amino}methyl)-7',8'-dihydro-6'H-spiro[cyclohexane-1,9'-furo[2,3-f]quinazoline]-7'-one ClC=1C=C2C(=C3C4(NC(NC13)=O)CCCCC4)OC(=C2)CN(C)CCC=2C(=NOC2C)C